1-((2-bromophenyl)sulfonyl)-3-fluoro-2-(trifluoromethyl)benzene Ethyl-(S)-3-(((R)-tert-butylsulfinyl)amino)-3-(4,5-difluoro-2',4',6'-trimethyl-[1,1'-biphenyl]-3-yl)propanoate C(C)OC(C[C@@H](C=1C=C(C=C(C1F)F)C1=C(C=C(C=C1C)C)C)N[S@](=O)C(C)(C)C)=O.BrC1=C(C=CC=C1)S(=O)(=O)C1=C(C(=CC=C1)F)C(F)(F)F